CC=1C(=CC(=NC1C1=NN(C=C1)C)C(=O)NCC1CCOCC1)CC1=CC=C(C=C1)C1=NN(C=C1)C 5-methyl-6-(1-methyl-1H-pyrazol-3-yl)-4-(4-(1-methyl-1H-pyrazol-3-yl)benzyl)-N-((tetrahydro-2H-pyran-4-yl)methyl)picolinamide